tert-butyl (4-chloro-3-((3-fluoro-5-(phenylethynyl)pyridin-2-yl)carbamoyl)phenyl)carbamate ClC1=C(C=C(C=C1)NC(OC(C)(C)C)=O)C(NC1=NC=C(C=C1F)C#CC1=CC=CC=C1)=O